ClC=1C=CC(=C(C1)S(=O)(=O)N1C2=C(CCCC1)C=CC(=C2)C(=O)NC2=CC(=C(C(=O)O)C=C2)F)OC 4-{[1-(5-Chloro-2-methoxy-benzenesulfonyl)-2,3,4,5-tetrahydro-1H-benzo[b]azepine-8-carbonyl]-amino}-2-fluoro-benzoic acid